1-[4-(5-methyl-1,3-oxazol-2-yl)phenyl]methylamine CC1=CN=C(O1)C1=CC=C(C=C1)CN